6-bromopyridazine BrC1=CC=CN=N1